4-phenylazobenzoyl chloride C1(=CC=CC=C1)N=NC1=CC=C(C(=O)Cl)C=C1